C(C=C)OC(C[C@@H](C)N(C)C(=O)OCC1C2=CC=CC=C2C=2C=CC=CC12)=O.OCCN1CCN(CC1)C(C)=O 1-(4-(2-hydroxyethyl)piperazin-1-yl)ethanone prop-2-enyl-(3R)-3-[9H-fluoren-9-ylmethoxycarbonyl(methyl)amino]butanoate